ClC1=NC=C(C=C1)S(=O)C1=CC=CC=C1 2-chloro-5-(phenylsulfinyl)pyridine